(1R,2S)-2-(2-chlorophenyl)cyclopropanamine ClC1=C(C=CC=C1)[C@H]1[C@@H](C1)N